2-((1s,2r)-2-aminocyclopentyl)-5-chloro-N-(thiophen-2-ylmethyl)thieno[3,2-b]pyridin-7-amine N[C@H]1[C@H](CCC1)C1=CC2=NC(=CC(=C2S1)NCC=1SC=CC1)Cl